BrC1=NC=CC(=C1)NCC=1N=C2N(C=C(C=C2CNC)C2CC2)C1 2-bromo-N-((6-cyclopropyl-8-((methylamino)methyl)imidazo-[1,2-a]pyridin-2-yl)methyl)pyridin-4-amine